NCCOCCC=O 3-[(2-aminoethyl)oxy]propan-1-one